[Mn].[Zn] zinc-manganese salt